C1(CC1)CN(C(CCCC1=CC=CC=C1)=O)CC=1N=C(NC1)[C@H]1N(C[C@@H](C1)O)C(=O)[C@H](C(C)(C)C)NC(=O)C1(CC1)F N-[(1S)-1-[(2S,4R)-2-[4-[[cyclopropylmethyl-(4-phenylbutyryl)amino]methyl]-1H-imidazol-2-yl]-4-hydroxy-pyrrolidine-1-carbonyl]-2,2-dimethyl-propyl]-1-fluoro-cyclopropanecarboxamide